(2S,4S)-4-fluoropyrrolidine-2-carboxylic acid hydrochloride Cl.F[C@H]1C[C@H](NC1)C(=O)O